C(C)(C)(C)C1=CC=C(C=C1)C=CC(=O)C1=C(C=C(C=C1)OC(=CC)CC)O 3-(4-Tert-butylphenyl)-1-(2-hydroxy-4-pent-2-en-3-yloxyphenyl)prop-2-en-1-one